[C-]#N.C(CC)[NH+]1C=C(C=C1)C 1-Propyl-3-Methylpyrrolium cyanid